pyridin-2-yl-2-phenylacetamide N1=C(C=CC=C1)C(C(=O)N)C1=CC=CC=C1